P(=O)(OC[N+]1=C(C(=CC=C1)C1=CC(=NO1)CC1=CC=C(C=C1)OCC=1SC=CN1)N)(O)[O-] (2-amino-3-(3-(4-(thiazol-2-ylmethoxy)benzyl)isoxazol-5-yl)pyridin-1-ium-1-yl)methyl hydrogen phosphate